N-(4-((6-(4-isopropylpiperidin-1-yl)-2-methylpyridin-3-yl)amino)benzyl)-2-oxopyrrolidine-3-carboxamide C(C)(C)C1CCN(CC1)C1=CC=C(C(=N1)C)NC1=CC=C(CNC(=O)C2C(NCC2)=O)C=C1